2-{[(8-amino-4,4-dimethyl-4,5-dihydro-1H-pyrazolo[4,3-H]quinazolin-3-yl)carbonyl]amino}-4-methyl-1,3-thiazole-5-carboxylic acid NC1=NC=2C3=C(C(CC2C=N1)(C)C)C(=NN3)C(=O)NC=3SC(=C(N3)C)C(=O)O